BrC=1C=NC=C(C1)CN1[C@@H](CCC1)C(O[SiH2]C(C)(C)C)(C)C 3-Bromo-5-[(S)-2-(tert-butyl-dimethyl-silanyloxymethyl)-pyrrolidin-1-ylmethyl]-pyridine